[C@@H]12N(C[C@@H](NC1)C2)C=2C=C(C=CC2F)C=2N=NN(C2)CC2=CC=C(C=C2)C=2OC(=NN2)C(F)F 2-(4-((4-(3-((1S,4S)-2,5-diazabicyclo[2.2.1]heptan-2-yl)-4-fluorophenyl)-1H-1,2,3-triazol-1-yl)methyl)phenyl)-5-(difluoromethyl)-1,3,4-oxadiazole